OC1CCN(CC1)C=1C=CC(=NC1)NC=1C2=C(C(=NC1)C1=C3C=CN(C3=CC=C1)C)CNC2=O 7-((5-(4-hydroxypiperidin-1-yl)pyridin-2-yl)amino)-4-(1-methyl-1H-indol-4-yl)-2,3-dihydro-1H-pyrrolo[3,4-c]pyridin-1-one